1-(2-((2-methylquinazolin-4-yl)oxy)ethyl)-3-phenylazetidin-3-ol CC1=NC2=CC=CC=C2C(=N1)OCCN1CC(C1)(O)C1=CC=CC=C1